CN(CCNC1=CC(=C2CN(C(NC2=C1)=O)C1CCC(CC1)C(=O)NC1=CC(=C(C=C1)C)OC)C)C 4-(7-(2-(dimethylamino)ethylamino)-5-methyl-2-oxo-1,2-dihydroquinazolin-3(4H)-yl)-N-(3-methoxy-4-methylphenyl)cyclohexanecarboxamide